5-bromo-N-(4-chlorobenzo[D]isoxazol-3-yl)-2,3-dihydrobenzofuran-7-sulfonamide BrC=1C=C(C2=C(CCO2)C1)S(=O)(=O)NC1=NOC2=C1C(=CC=C2)Cl